NC1CC2(CN(C2)C(=O)OC(C)(C)C)C1 tertbutyl 6-amino-2-azaspiro[3.3]heptane-2-carboxylate